1-carboxyheptyl-3-methylimidazole chloride [Cl-].C(=O)(O)C(CCCCCC)C1=NC=CN1C